2-(3-((2-methoxy-4-(methylsulfonyl)phenyl)amino)prop-1-yn-1-yl)-N-((1R,4R)-4-morpholino-cyclohexyl)-1-(oxiran-2-ylmethyl)-1H-indol-4-amine COC1=C(C=CC(=C1)S(=O)(=O)C)NCC#CC=1N(C=2C=CC=C(C2C1)NC1CCC(CC1)N1CCOCC1)CC1OC1